2-Cyclohexyloxy-acetic acid prop-2-enyl ester C(C=C)OC(COC1CCCCC1)=O